N-(2-(3-chloro-1-methyl-1H-pyrazol-4-yl)pyrimidin-4-yl)-6-fluoro-5-((S)-1-methoxyethyl)-8-((2R,3S)-2-methyl-3-((methanesulfonyl)methyl)azetidin-1-yl)isoquinolin-3-amine ClC1=NN(C=C1C1=NC=CC(=N1)NC=1N=CC2=C(C=C(C(=C2C1)[C@H](C)OC)F)N1[C@@H]([C@H](C1)CS(=O)(=O)C)C)C